CC1(CCCC(N1)(C)C)C 2,6,6-tetramethylpiperidine